COC=1C=C(C=CC1)C1=CC(=CC(=C1)OC)[C@H](CC(=O)O)NC(=O)NC=1C(N(C(=CC1O)C)C)=O (S)-3-(3',5-dimethoxybiphenyl-3-yl)-3-(3-(4-hydroxy-1,6-dimethyl-2-oxo-1,2-dihydropyridin-3-yl)ureido)propionic acid